(S)-3-[4-(1-oxo-1λ4-thiomorpholin-4-ylmethyl)-phenyl]-2,3-dihydro-[1,4]dioxino[2,3-b]pyridine O=S1CCN(CC1)CC1=CC=C(C=C1)[C@H]1COC=2C(=NC=CC2)O1